C(=O)O.NCCC[C@@H](C(C)C)N1CC2(C1)CN(CC2)C=2N=CN=NC2OC2=C(C(=O)N(C(C)C)CC)C=C(C=C2)F (S)-2-((5-(2-(6-amino-2-methylhex-3-yl)-2,6-diazaspiro[3.4]oct-6-yl)-1,2,4-triazin-6-yl)oxy)-N-ethyl-5-fluoro-N-isopropylbenzamide formate